(S)-6'-chloro-2'-oxo-1'-(1-propyl-1H-pyrazol-4-yl)-1,3-dihydrospiro[indene-2,3'-indoline]-5-carboxamide ClC1=CC=C2[C@]3(C(N(C2=C1)C=1C=NN(C1)CCC)=O)CC1=CC=C(C=C1C3)C(=O)N